methylbutylene succinate C1(CCC(=O)OCCCC(C)O1)=O